N,N,N-triethyl-N-eicosyl-ammonium C(C)[N+](CCCCCCCCCCCCCCCCCCCC)(CC)CC